FC1=CC=C(C=C1)C1=C(C(=C(C=C1)C)C=1CNC2(C1O)CCOCC2)C 3-(4'-fluoro-2,4-dimethylbiphenyl-3-yl)-4-hydroxy-8-oxa-1-azaspiro[4.5]dec-3-ene